FC([C@@H]1CCC(N1)=O)(F)F (S)-5-(trifluoromethyl)pyrrolidin-2-one